BrC1=C2C(=NC(=C1)Cl)C(NC2)=O 4-bromo-2-chloro-5,6-dihydro-7H-pyrrolo[3,4-b]pyridin-7-one